dibenzo[b,d]Thiophene-2-yl-boric acid C1=C(C=CC=2SC3=C(C21)C=CC=C3)OB(O)O